FC1=C(C=C(C=C1)OC=1C(=C2C=CNC2=CC1F)C)C=1NC=C(N1)CC=1N=C(SC1)CCC(=O)O 3-(4-((2-(2-fluoro-5-((6-fluoro-4-methyl-1H-indol-5-yl)oxy)phenyl)-1H-imidazol-4-yl)methyl)thiazol-2-yl)propanoic acid